1-methyl-6-oxo-1,6-dihydropyridazine-4-carbaldehyde CN1N=CC(=CC1=O)C=O